1-Methyl-N-[2-methyl-5-(piperidin-4-ylcarbamoyl)phenyl]-1H-imidazole-5-carboxamide CN1C=NC=C1C(=O)NC1=C(C=CC(=C1)C(NC1CCNCC1)=O)C